5-amino-6-(5-methyl-1H-indazol-4-yl)-2-(2-((2,2,2-trifluoroethyl)amino)pyridin-3-yl)pyrimidine-4-carboxamide NC=1C(=NC(=NC1C1=C2C=NNC2=CC=C1C)C=1C(=NC=CC1)NCC(F)(F)F)C(=O)N